COC(=O)C1=NC(=NC=C1)NC(=O)C1CC1 2-(Cyclopropanecarboxamido)pyrimidine-4-carboxylic acid methyl ester